C(#N)C=1C=C(C=CC1)C=1N=C(SC1C1=CC(=NC(=C1)C)C)NC(=O)N1CCS(CC1)(=O)=O N-[4-(3-cyanophenyl)-5-(2,6-dimethyl-4-pyridyl)thiazol-2-yl]-1,1-dioxo-1,4-thiazinane-4-carboxamide